C1(CC1)C1=C(C(=NO1)C1=C(C=NC=C1Cl)Cl)/C=C/C1CC2(CN(C2)C=2C=C3C(=CC=NC3=CC2)OC([2H])([2H])[2H])C1 (E)-6-(6-(2-(5-Cyclopropyl-3-(3,5-dichloropyridin-4-yl)isoxazol-4-yl)vinyl)-2-azaspiro[3.3]heptan-2-yl)-4-(methoxy-d3)chinolin